5-bromo-4-(1-(difluoromethyl)-1H-pyrazol-3-yl)-2-(4-fluorophenyl)pyridine BrC=1C(=CC(=NC1)C1=CC=C(C=C1)F)C1=NN(C=C1)C(F)F